N-((2-methyl-1H-indol-3-yl)methylene)thiazol-2-amine CC=1NC2=CC=CC=C2C1C=NC=1SC=CN1